N[C@@H]1[C@@H](CCCC1)NC1=C(C(=O)OC)C=C(C=C1[N+](=O)[O-])Br Methyl 2-(((1R,2S)-2-aminocyclohexyl) amino)-5-bromo-3-nitrobenzoate